1-(methyl-d3)-4-(5-morpholinylbenzo[d]oxazol-2-yl)-2,7-naphthyridin-1,6-diamine C(C1(NC=C(C2=CC(=NC=C12)N)C=1OC2=C(N1)C=C(C=C2)N2CCOCC2)N)([2H])([2H])[2H]